2H-isoindol-2-yl trifluoromethyl-sulfinate FC(F)(F)S(=O)ON1C=C2C=CC=CC2=C1